S1N=NC2=C1C=CC=C2 benzothiazazole